(S)-2-(((1R,4S)-3,3-dimethyl-4-(4-(5,6,7,8-tetrahydro-1,8-naphthyridin-2-yl)butoxy)cyclopentyl)(methyl)amino)-2-((S)-4-methylisochroman-5-yl)acetic acid CC1(C[C@H](C[C@@H]1OCCCCC1=NC=2NCCCC2C=C1)N([C@H](C(=O)O)C1=C2[C@@H](COCC2=CC=C1)C)C)C